alpha-Hydroxybutanal OC(C=O)CC